(3S,7R,8aR)-7-(3-chloro-2-fluoro-6-(1H-tetrazol-1-yl)phenyl)-3-(5-(3-fluoro-2-(hydroxymethyl)pyridin-4-yl)-1H-imidazol-2-yl)hexahydroindolizin-5(1H)-one ClC=1C(=C(C(=CC1)N1N=NN=C1)[C@H]1CC(N2[C@@H](CC[C@@H]2C1)C=1NC(=CN1)C1=C(C(=NC=C1)CO)F)=O)F